C(C1=CC=CC=C1)N1C(=CC2=CC=CC=C12)C1=NC2=C(N1C)C=CC(=C2)C(=O)N2CC(CCC2)NC(OC(C)(C)C)=O tert-butyl (1-(2-(1-benzyl-1H-indol-2-yl)-1-methyl-1H-benzo[d]imidazole-5-carbonyl)piperidin-3-yl)carbamate